1-((5-bromopyrimidin-2-yl)oxy)-2-methylpropan-2-ol BrC=1C=NC(=NC1)OCC(C)(O)C